BrC1=NN2C(N=CC=C2C(=O)NC2CC3=CC=CC=C3C2)=C1 2-bromo-N-indan-2-yl-pyrazolo[1,5-a]pyrimidine-7-carboxamide